Methyl (S)-2-((((R)-2-(3-chlorophenyl)-2,2-difluoro-1-phenylethoxy)carbonyl)amino)-3-cyclohexylpropanoate ClC=1C=C(C=CC1)C([C@H](OC(=O)N[C@H](C(=O)OC)CC1CCCCC1)C1=CC=CC=C1)(F)F